FC1=CC=CC=2COCCCC3CN3CCOC3=CC=C(C4=NNC5=CN=C(C12)C=C45)C=C3 (13R)-21-fluoro-6,15-dioxa-9,24,27,28-tetraazahexacyclo[21.5.2.22,5.09,11.017,22.026,29]dotriaconta-1(28),2,4,17(22),18,20,23,25,29,31-decaene